argon N-[(4S)-3,4-dihydro-2H-chromen-4-yl]-4-(3,6-dihydro-2H-pyran-4-yl)-8-(2,3,5-trifluorophenyl)quinoline-3-carboxamide O1CC[C@@H](C2=CC=CC=C12)NC(=O)C=1C=NC2=C(C=CC=C2C1C=1CCOCC1)C1=C(C(=CC(=C1)F)F)F.[Ar]